BrC1=CC=C2C(=NC=NN21)OC2CC1(C(N3[C@H](O1)CC[C@H]3C3=CC(=CC(=C3)F)F)=O)C2 (1r,3R,5'S,7a'R)-3-((7-bromopyrrolo[2,1-f][1,2,4]triazin-4-yl)oxy)-5'-(3,5-difluorophenyl)tetrahydro-3'H-spiro[cyclobutane-1,2'-pyrrolo[2,1-b]oxazol]-3'-one